CN1CCN(CCC1)C=1N=C(C2=C(N1)N(C=C2)CCCN2CCCC2)NC2CCN(CC2)C 2-(4-methyl-1,4-diazepan-1-yl)-N-(1-methylpiperidin-4-yl)-7-(3-(pyrrolidin-1-yl)propyl)-7H-pyrrolo[2,3-d]pyrimidin-4-amine